O-[(N,N-dimethylaminoethyl)-carbamoyl]cholesterol hydrochloride Cl.CN(C)CCNC(=O)O[C@@H]1CC2=CC[C@H]3[C@@H]4CC[C@H]([C@@H](CCCC(C)C)C)[C@]4(CC[C@@H]3[C@]2(CC1)C)C